CC(C(=O)O)C(C)(C)C 2,3,3-TRIMETHYLBUTANOIC ACID